N-(5-(4-methyl-1H-pyrrolo[2,3-b]pyridin-5-yl)pyrazolo[1,5-a]pyridin-2-yl)cyclopropanecarboxamide CC1=C2C(=NC=C1C1=CC=3N(C=C1)N=C(C3)NC(=O)C3CC3)NC=C2